FC1=C(C(=CC=C1)OC)C=1C(=CC2=C(N=C(N=C2Cl)Cl)N1)F 7-(2-fluoro-6-methoxyphenyl)-6-fluoro-2,4-dichloropyrido[2,3-d]Pyrimidine